tetraglycidyl-4,4'-bis(2-trifluoromethyl-4-aminophenoxy)biphenyl C(C1CO1)C1=C(C(=C(C(=C1C1=CC=C(C=C1)OC1=C(C=C(C=C1)N)C(F)(F)F)CC1CO1)CC1CO1)OC1=C(C=C(C=C1)N)C(F)(F)F)CC1CO1